C1=CC=CC=2C3=CC=CC=C3C(C12)COC(=O)N[C@H](C(=O)O)CC=1C2=C(N(N1)C(C1=CC=CC=C1)(C1=CC=CC=C1)C1=CC=CC=C1)CCCCC2 (S)-2-((((9H-fluoren-9-yl)methoxy)carbonyl)amino)-3-(1-trityl-1,4,5,6,7,8-hexahydrocyclohepta[c]pyrazol-3-yl)propanoic acid